ClC=1C2=C(N=CN1)SC1=C2C(CN(C1)C(=O)OC(C)(C)C)C tert-Butyl 4-chloro-5-methyl-5,6-dihydropyrido[4',3':4,5]thieno[2,3-d]pyrimidine-7(8H)-carboxylate